S1C(=NC2=C1C=CC=C2)C=2C=C(OCCCCC(=O)NO)C=CC2 5-(3-(benzo[d]thiazole-2-yl)phenoxy)-N-hydroxypentanamide